2-(1-bromonaphthalen-2-yl)-4,6-diphenyl-1,3,5-triazine BrC1=C(C=CC2=CC=CC=C12)C1=NC(=NC(=N1)C1=CC=CC=C1)C1=CC=CC=C1